C(C)N(C1=CC(=CC=C1)C)CC(CS(=O)(=O)[O-])O.[Na+] sodium 3-(N-ethyl-3-methylanilino)-2-hydroxypropanesulfonate